C1(CC1)C1=NC=NC(=C1C1=NC=C(C(=N1)NCC1=CC(=C(C=C1)C=1N(C=C(N1)C(F)(F)F)C)F)C1(CC1)O)OC 1-(4'-cyclopropyl-4-((3-fluoro-4-(1-methyl-4-(trifluoromethyl)-1H-imidazol-2-yl)benzyl)amino)-6'-methoxy-[2,5'-bipyrimidin]-5-yl)cyclopropan-1-ol